6-((7S,8aS)-7-(3-(benzo[d]thiazol-7-yl)propyl)-6-oxohexahydropyrrolo[1,2-a]pyrazin-2(1H)-yl)nicotinonitrile S1C=NC2=C1C(=CC=C2)CCC[C@H]2C[C@@H]1N(CCN(C1)C1=NC=C(C#N)C=C1)C2=O